N-(6-bromopyridin-2-yl)guanidine hydrochloride Cl.BrC1=CC=CC(=N1)NC(=N)N